C(C)(C)(C)OC(N[C@@H]1C(N(C=2C(=CC=C3C=NN(C23)C)OC1)C)=O)=O (S)-(1,10-dimethyl-9-oxo-7,8,9,10-tetrahydro-1H-[1,4]oxazepino[2,3-g]indazol-8-yl)carbamic acid tert-butyl ester